O1C=NC=C1C=1N=C(SC1)OCCCN1CCCCC1 1-[3-(4-oxazol-5-yl-thiazol-2-yloxy)-propyl]-piperidin